C1(=CC=CC2=CC=CC=C12)OC(=O)C(CN)=CF 2-(1-naphthoxyformyl)-3-fluoroallylamine